3-(3-hydroxyphenyl)-1-(2,4,6-trihydroxyphenyl)propan-1-one OC=1C=C(C=CC1)CCC(=O)C1=C(C=C(C=C1O)O)O